C([C@@H]1[C@H]([C@@H]([C@H]([C@@H](O1)O)N)O)O)O The molecule is an aminoglycan consisting of beta-(1->4)-linked D-glucosamine residues. It has a role as a plant activator and a Saccharomyces cerevisiae metabolite. It is an aminoglycan and an exopolysaccharide. It is a conjugate base of a cationic chitosan.